2,4-dibenzyloxy-5-[4-benzyloxy-6-(4-tert-butyl-5-chloro-2-methyl-phenyl)-2-methyl-3-pyridyl]pyrimidine C(C1=CC=CC=C1)OC1=NC=C(C(=N1)OCC1=CC=CC=C1)C=1C(=NC(=CC1OCC1=CC=CC=C1)C1=C(C=C(C(=C1)Cl)C(C)(C)C)C)C